N[C@@H](C(=O)O)CCC(C)C (R)-2-AMINO-5-METHYLHEXANOIC ACID